(S)-4-(1-(3-chlorophenyl)-3-(3,6-dihydro-2H-pyran-4-yl)-1H-pyrazolo[3,4-d]pyrimidin-4-yl)-3-methylpiperazine-1-carboxylic acid tert-butyl ester C(C)(C)(C)OC(=O)N1C[C@@H](N(CC1)C1=C2C(=NC=N1)N(N=C2C=2CCOCC2)C2=CC(=CC=C2)Cl)C